ClC=1C(=NC(=NC1)NC)C=1C=C2C(N([C@@H](C2=CC1)C)CC(=O)N[C@H](CO)C1=CC(=CC(=C1)OC)F)=O 2-[(1R)-5-[5-chloro-2-(methylamino)pyrimidin-4-yl]-1-methyl-3-oxo-2,3-dihydro-1H-isoindol-2-yl]-N-[(1S)-1-(3-fluoro-5-methoxyphenyl)-2-hydroxyethyl]acetamide